C(C1=CC=CC=C1)OC=1C=CC(=C2C=CC(NC12)=O)[C@H](CN(C(OC(C)(C)C)=O)CC=1C=NC(=CC1)Br)O[Si](C)(C)C(C)(C)C tert-butyl (R)-(2-(8-(benzyloxy)-2-oxo-1,2-dihydroquinolin-5-yl)-2-((tert-butyldimethylsilyl)oxy)ethyl)((6-bromopyridin-3-yl)methyl)carbamate